N-[(2-amino-3-fluoroquinolin-7-yl)methyl]-N-(2-methanesulfonylpyridin-3-yl)-2-[6-(trifluoromethyl)pyridin-3-yl]-1,3-thiazole-5-carboxamide NC1=NC2=CC(=CC=C2C=C1F)CN(C(=O)C1=CN=C(S1)C=1C=NC(=CC1)C(F)(F)F)C=1C(=NC=CC1)S(=O)(=O)C